C1OCC12CN(C2)C=2C=CC1=C(NC(=N1)C1=CC(=CN1)C(=O)C1=C(C=CC=C1)C(F)(F)F)C2 (5-(6-(2-oxa-6-azaspiro[3.3]heptan-6-yl)-1H-benzo[d]imidazol-2-yl)-1H-pyrrol-3-yl)(2-(trifluoromethyl)phenyl)methanone